(2S)-2-[(3R)-1-tert-Butoxycarbonylpyrrolidin-3-yl]-3-(3-methyl-5-ureido-phenyl)propionic acid C(C)(C)(C)OC(=O)N1C[C@H](CC1)[C@@H](C(=O)O)CC1=CC(=CC(=C1)NC(=O)N)C